tert-butyl (2-(7-fluoro-5-oxo-1-thioxo-1,2-dihydro-[1,2,4]triazolo[4,3-a]quinazolin-4(5H)-yl)ethyl)carbamate FC=1C=C2C(N(C=3N(C2=CC1)C(NN3)=S)CCNC(OC(C)(C)C)=O)=O